1,3-dimethyl-imidazole methyl-sulfate 17-hydroxy-3,6,9,12,15-pentaoxaheptadecyl-4-methylbenzenesulfonate OCCOCCOCCOCCOCCOCCOS(=O)(=O)C1=CC=C(C=C1)C.COS(=O)(=O)O.CN1CN(C=C1)C